C(=O)C1(CN(CC1)C(=O)OC(C)(C)C)C(=O)OC 1-tert-butyl 3-methyl 3-formylpyrrolidine-1,3-dicarboxylate